1,3-bis(4-aminobenzyl)-2-imidazolidinone NC1=CC=C(CN2C(N(CC2)CC2=CC=C(C=C2)N)=O)C=C1